(Z)-6-(4-bromo-1,5-dimethyl-1H-pyrazol-3-yl)hex-5-enoate BrC=1C(=NN(C1C)C)\C=C/CCCC(=O)[O-]